CC1=NC=2C(=NC(=CC2)C=2C=CN3N=C(N=CC32)NC3CCN(CC3)C)N1C 5-(2,3-dimethyl-3H-imidazo[4,5-b]pyridin-5-yl)-N-(1-methylpiperidin-4-yl)pyrrolo[2,1-f][1,2,4]triazin-2-amine